C1(=CC=CC=C1)NCCC[Si](OC)(OC)OC N-Phenyl-3-amino-propyltrimethoxysilan